ClC=1N=CC=2OCC(N(C2N1)CC1=CC=C(C=C1)C=1N(C=C(N1)C(F)(F)F)C)=O 2-chloro-8-([4-[1-methyl-4-(trifluoromethyl)-1H-imidazol-2-yl]phenyl]methyl)-6H,7H,8H-pyrimido[5,4-b][1,4]oxazin-7-one